ClC=1C=CC(=NC1)OC1CCN(CC1)C1=CC(N(C=2C=CC(=NC12)C#N)C)=O 8-(4-((5-Chloropyridin-2-yl)oxy)piperidin-1-yl)-5-methyl-6-oxo-5,6-dihydro-1,5-naphthyridin-2-carbonitril